O1[C@@H](C1)CN1C(=CC=C1)C(=O)OCC1=CC=CC=C1 benzyl (R)-1-(oxiran-2-ylmethyl)-1H-pyrrole-2-carboxylate